C(C)(C)N1C=C(C=O)C=CC1=O 1-isopropyl-6-keto-nicotinaldehyde